ClC1=CC(=CC(=N1)OCCCC#N)C1(COC1)CC1=NN=CN1C 4-[(6-chloro-4-{3-[(4-methyl-1,2,4-triazol-3-yl)methyl]oxetan-3-yl}pyridin-2-yl)oxy]butanenitrile